(2-methoxymethylethoxy) acetate C(C)(=O)OOCCCOC